2-anilino-1,4-benzoquinone N(C1=CC=CC=C1)C=1C(C=CC(C1)=O)=O